3-(6-(4-((S)-1-(3,9-diazaspiro[5.5]undecan-3-yl)ethyl)piperidin-1-yl)-1-methyl-1H-indazol-3-yl)piperidine-2,6-dione C1CN(CCC12CCNCC2)[C@@H](C)C2CCN(CC2)C2=CC=C1C(=NN(C1=C2)C)C2C(NC(CC2)=O)=O